FC1=CC(=C(C=C1C=1CCN(CC1)C1=NC=C(C=N1)C)NC(=O)C1=CNC(C=C1C(F)(F)F)=O)N1C[C@H](N([C@H](C1)C)C)C |r| N-[4-fluoro-5-[1-(5-methylpyrimidin-2-yl)-3,6-dihydro-2H-pyridin-4-yl]-2-[rac-(3R,5S)-3,4,5-trimethylpiperazin-1-yl]phenyl]-6-oxo-4-(trifluoromethyl)-1H-pyridine-3-carboxamide